3-(N-(4-cyano-2-fluorophenyl)sulfamoyl)-1-tosyl-4,5,6,7-tetrahydro-1H-indol-6-yl acetate C(C)(=O)OC1CCC=2C(=CN(C2C1)S(=O)(=O)C1=CC=C(C)C=C1)S(NC1=C(C=C(C=C1)C#N)F)(=O)=O